C(C(=C)C)(=O)OC1CCCOC1=O 6-oxo-tetrahydropyran-5-yl methacrylate